BrC=1C(=CC(=C(C1)S(=O)(=O)N[C@@H](CNC1=CC=CC=C1)CCCCCCCC)F)Cl (R)-5-bromo-4-chloro-2-fluoro-N-(1-(phenylamino)decan-2-yl)benzenesulfonamide